3-amino-6-bromo-4-[7-fluoro-2-(oxan-2-yl)indazol-4-yl]-1H-1,7-phenanthroline-2-one NC=1C(NC2=C3C=CC=NC3=C(C=C2C1C=1C2=CN(N=C2C(=CC1)F)C1OCCCC1)Br)=O